C(ON1C(CCC1=O)=O)(OCC[Si](C)(C)C)=O 2,5-dioxopyrrolidin-1-yl [2-(trimethylsilyl)ethyl] carbonate